FC=1C=CC(=NC1C)NC(=O)C1=C(OC=2N=CN=C(C21)NC2(CC2)C)C N-(5-fluoro-6-methylpyridin-2-yl)-6-methyl-4-[(1-methylcyclopropyl)amino]furo[2,3-d]pyrimidine-5-carboxamide